N-(4-fluoro-3-((1S)-1-((2-(pyrrolidin-3-ylmethyl)-2H-pyrazolo[3,4-b]pyrazin-6-yl)amino)ethyl)phenyl)-5-methylnicotinamide FC1=C(C=C(C=C1)NC(C1=CN=CC(=C1)C)=O)[C@H](C)NC=1C=NC=2C(N1)=NN(C2)CC2CNCC2